ClC=1C(=NC=CC1C)B(O)O 3-CHLORO-4-METHYLPYRIDINE-2-BORONIC ACID